C1(=CC=CC=C1)C1=C2C=C3C=CC=CC3=CC2=C(C2=CC=CC=C12)C1=CC=CC=C1 6,11-diphenyltetracene